C1(CCC1)CC1=NC(=NC=C1)N 4-(cyclobutylmethyl)pyrimidin-2-amine